BrC=1C=C(C(=C(C1)O)C1C=C(CCC1C(=C)C)C)O 5-bromo-2-[6-isopropenyl-3-methyl-cyclohex-2-en-1-yl]benzene-1,3-diol